(E)- or (Z)-4-(benzyloxyimino)-1,3-dimethyl-9-oxo-4,9-dihydro-1H-Naphtho[2,3-d]imidazolium C(C1=CC=CC=C1)ON=C1C2=CC=CC=C2C(C=2[NH+](CN(C21)C)C)=O